1,3,5-tris(3-hydroxypropyl)isocyanuric acid OCCCN1C(=O)N(C(=O)N(C1=O)CCCO)CCCO